ClC1=NC=C(C(=N1)C=1C=C2C(=NC1)CN(C2=O)[C@@H](C(=O)OC(C)(C)C)C)Cl (R)-tert-butyl 2-(3-(2,5-dichloropyrimidin-4-yl)-5-oxo-5H-pyrrolo[3,4-b]pyridin-6(7H)-yl)propanoate